3-(methacryloylamino)propyl-lauryl-dimethylammonium chloride [Cl-].C(C(=C)C)(=O)NCCC[N+](C)(C)CCCCCCCCCCCC